FC1(CCN(CC1)C(=O)N1C(C2=CC(=C(C=C2CC1)OC)OCC)CCC1=CNC2=CC=C(C=C12)OC)F (4,4-difluoropiperidin-1-yl)(7-ethoxy-6-methoxy-1-(2-(5-methoxy-1H-indol-3-yl)ethyl)-3,4-dihydroisoquinolin-2(1H)-yl)methanone